(R)-1-(3-(1-(4-fluorophenyl)-1H-pyrazol-4-yl)phenyl)ethanamine hydrochloride salt Cl.FC1=CC=C(C=C1)N1N=CC(=C1)C=1C=C(C=CC1)[C@@H](C)N